N[C@@H](CC1=CC(I)=C(C(I)=C1)OC1=CC(I)=C(C(I)=C1)O)C(=O)O L-Thyroxine